2-(N-(2-(benzyloxy)-4-bromo-6-fluorophenyl)-2,2,2-trifluoroacetamido)acetic acid methyl ester COC(CN(C(C(F)(F)F)=O)C1=C(C=C(C=C1F)Br)OCC1=CC=CC=C1)=O